COC=1C=2N(C=CC1)N=C(C2)[C@H]2N(CCC1=C2N=CN1)C(=O)C=1C=NN2C1C=CC(=C2)C2=NN(C=C2)C (S)-(4-(4-methoxypyrazolo[1,5-a]pyridin-2-yl)-6,7-dihydro-1H-imidazo[4,5-c]pyridin-5(4H)-yl)(6-(1-methyl-1H-pyrazol-3-yl)pyrazolo[1,5-a]pyridin-3-yl)methanone